(S)-N-(1-(3-chlorophenyl)-2,2-difluoroethyl)-3-(pyrrolidin-1-yl)propionamide ClC=1C=C(C=CC1)[C@@H](C(F)F)NC(CCN1CCCC1)=O